N-[2-(3,3-difluoropyrrolidin-1-yl)-4-(2-fluoro-phenyl)-3-pyridyl]-1-isopropyl-4,6-dihydro-pyrrolo[3,4-c]pyrazole-5-carboxamide FC1(CN(CC1)C1=NC=CC(=C1NC(=O)N1CC=2N(N=CC2C1)C(C)C)C1=C(C=CC=C1)F)F